CC(C#C)(CCO)O 3-methyl-3,5-dihydroxy-1-pentyne